NC1=C2N(C(N(C2=NC=N1)[C@H]1[C@H](CN(CC1)CCC1CCNCC1)F)=O)C1=CC=C(C=C1)OC1=CC=CC=C1 |o1:10,11| rel-6-amino-9-[(3S,4R)-3-fluoro-1-[2-(piperidin-4-yl)ethyl]piperidin-4-yl]-7-(4-phenoxyphenyl)purin-8-one